5,10,15,20-tetra(4'-chlorophenyl)porphyrin ClC1=CC=C(C=C1)C=1C2=CC=C(N2)C(=C2C=CC(C(=C3C=CC(=C(C=4C=CC1N4)C4=CC=C(C=C4)Cl)N3)C3=CC=C(C=C3)Cl)=N2)C2=CC=C(C=C2)Cl